C1(CC1)C(=O)NC1=CC(=C(N=N1)C(=O)NC([2H])([2H])[2H])NC1=C(C(=CC=C1)N1N=C2C(=C1)CNC2)OC 6-(Cyclopropanecarboxamido)-4-((3-(5,6-dihydropyrrolo[3,4-c]pyrazol-2(4H)-yl)-2-methoxyphenyl)amino)-N-(trideuteromethyl)pyridazine-3-carboxamide